ClC1=C(C(=CC=C1)C)NC(=O)C1=CN=C(S1)NC1=NC(=NC(=C1)NCC1=CC=C(C=C1)N1C(NC(CC1)=O)=O)C N-(2-chloro-6-methylphenyl)-2-((6-((4-(2,4-dioxotetrahydropyrimidin-1(2H)-yl)benzyl)amino)-2-methylpyrimidin-4-yl)amino)thiazole-5-carboxamide